CC(CCCC)CCCCCCCCCCCC(CCCCCCCCCCCCCCCC)C 5,17-dimethyl-tritriacontane